NC=1C=C2CN(C(N(C2=C(C1C(=O)C1=C(C=C(C=C1)F)Cl)Br)CC1=C(C=C(C=C1)OC)OC)=O)CC#N {6-amino-8-bromo-7-[(2-chloro-4-fluorophenyl)carbonyl]-1-[(2,4-dimethoxyphenyl)methyl]-2-oxo-1,2,3,4-tetrahydroquinazolin-3-yl}acetonitrile